Iron palladium(II) chloride [Pd](Cl)Cl.[Fe]